CN(C)CC1=CC(=NN1C(C)C)S(=O)(=O)NC(NC1=C(C=C(C=C1C=1C=NC=NC1)F)C(C)C)=O 5-((dimethylamino)methyl)-N-((4-fluoro-2-isopropyl-6-(pyrimidin-5-yl)phenyl)carbamoyl)-1-isopropyl-1H-pyrazole-3-sulfonamide